N,N-dimethyl-3-(3-((2R,5S)-5-methylpiperidin-2-yl)phenyl)Propan-1-amine CN(CCCC1=CC(=CC=C1)[C@@H]1NC[C@H](CC1)C)C